C(=O)N[C@@H](CCC(=O)[O-])C(=O)OC(C)(C)C 1-(tert-butyl) formyl-L-glutamate